methyl 2-(4-(pyridin-2-yl)piperazine-1-carboxamido)-5-carbamoyl-4-methylthiophene-3-carboxylate N1=C(C=CC=C1)N1CCN(CC1)C(=O)NC=1SC(=C(C1C(=O)OC)C)C(N)=O